tert-butyl N-(1,2-dimethyl-5-oxo-5-phenyl-Pentyl)carbamate CC(C(CCC(C1=CC=CC=C1)=O)C)NC(OC(C)(C)C)=O